(E)-N-(4-methoxyphenethyl)-1-(thiophen-2-yl)methanimine COC1=CC=C(CC/N=C/C=2SC=CC2)C=C1